4-iodobenzonitrile trifluoroacetate FC(C(=O)O)(F)F.IC1=CC=C(C#N)C=C1